tert-butyl (3-(methyl amino)propyl)carbamate CNCCCNC(OC(C)(C)C)=O